FC([C@@H](C)N1N=NC2=C1C=C(C=C2)C=2C(=CN1N=C(N=C(C12)OC)N[C@H]1C(CN(CC1)C(C([2H])([2H])[2H])=O)(F)F)F)F 1-((R)-4-((5-(1-((R)-1,1-difluoropropan-2-yl)-1H-benzo[d][1,2,3]triazol-6-yl)-6-fluoro-4-methoxypyrrolo[2,1-f][1,2,4]triazin-2-yl)amino)-3,3-difluoropiperidin-1-yl)ethan-1-one-2,2,2-d3